ClC=1C=C(C=NC1)CNCC[C@]1(CCOC2(CCCC2)C1)C1=CC=C(C=C1)OC(F)(F)F [(5-chloropyridin-3-yl)methyl]({2-[(9R)-9-[4-(trifluoromethoxy)phenyl]-6-oxaspiro[4.5]decan-9-yl]ethyl})amine